NCCNCCN[C@@H](CC(N)=O)C(=O)O N-[N-(2-aminoethyl)-2-aminoethyl]asparagine